ClC1=CC(=C(COC2=CC=CC(=N2)C2CCN(CC2)C(C(=O)O)COC)C=C1)F 2-(4-(6-((4-chloro-2-Fluorobenzyl)oxy)pyridin-2-yl)piperidin-1-yl)-3-methoxypropionic acid